2,5-bis(isocyanatomethyl)bicyclo-[2.2.1]-heptane IMID N(=C=O)CC1C2CC(C(C1)C2)CN=C=N